C(C)(C)(C)C1=C(C(=CC(=C1)C(C)(C)C)C)O 2,4-di-tert-butyl-6-methyl-phenol